BrC=1C=C2C(C(N(C2=CC1)CC(=O)O)=O)(C)C 2-(5-bromo-3,3-dimethyl-2-oxo-indolin-1-yl)acetic acid